C[N+](CCO)(CC1=CC=CC=C1)C dimethylbenzyl-(2-hydroxyethyl)ammonium